10-[2-(9-anthryl)ethyl]phenothiazine C1=CC=CC2=CC3=CC=CC=C3C(=C12)CCN1C2=CC=CC=C2SC=2C=CC=CC12